1-[(2R,3R,4S,5R)-3,4-dihydroxy-5-(hydroxymethyl)oxolan-2-yl]-5-hydroxy-1H-imidazole-4-carboxamide O[C@H]1[C@@H](O[C@@H]([C@H]1O)CO)N1C=NC(=C1O)C(=O)N